t-butyl-((2-(iodomethyl)allyl)oxy)dimethylsilane C(C)(C)(C)[Si](C)(C)OCC(=C)CI